BrC1=C2CN(CC2=CC(=C1)OC)C(=O)OC(C)(C)C tert-butyl 4-bromo-6-methoxyisoindoline-2-carboxylate